2,2''-bis{(9,9-dimethyl-9H-fluorene-2-yl)-phenylamino}-1,1':3',1''-terphenyl CC1(C2=CC=CC=C2C=2C=CC(=CC12)N(C1=C(C=CC=C1)C1=CC(=CC=C1)C1=C(C=CC=C1)N(C1=CC=CC=C1)C1=CC=2C(C3=CC=CC=C3C2C=C1)(C)C)C1=CC=CC=C1)C